OC[C@H]1CN(CC1)C1=CC2=C(N(C(N2C)=O)C2C(N(C(CC2)=O)CC2=CC=C(C=C2)OC)=O)C=C1 3-[5-[(3R)-3-(hydroxymethyl)pyrrolidin-1-yl]-3-methyl-2-oxo-benzimidazol-1-yl]-1-[(4-methoxyphenyl)methyl]piperidine-2,6-dione